lithium 4-(((1R,5s,6s)-3-(tert-butoxycarbonyl)-3-azabicyclo[3.1.0]hex-6-yl) amino)-1-(1-(difluoromethyl) cyclopropyl)-6-oxo-1,6-dihydropyridine-3-carboxylate C(C)(C)(C)OC(=O)N1C[C@@H]2C([C@@H]2C1)NC=1C(=CN(C(C1)=O)C1(CC1)C(F)F)C(=O)[O-].[Li+]